N-(2-(3,3-Difluoroazetidin-1-yl)pyrimidin-4-yl)-4-((2-hydroxyethyl)sulfonamido)-2-(6-azaspiro[2.5]octan-6-yl)benzamide FC1(CN(C1)C1=NC=CC(=N1)NC(C1=C(C=C(C=C1)NS(=O)(=O)CCO)N1CCC2(CC2)CC1)=O)F